C(C)N(C(CC)=O)CC N,N-diethyl-Propionamide